bis(3,4-dicarboxyphenoxymethyl)-1,1'-biphenyl C(=O)(O)C=1C=C(OCC2=CC=C(C=C2)C2=CC=C(C=C2)COC2=CC(=C(C=C2)C(=O)O)C(=O)O)C=CC1C(=O)O